C(C)OC(=O)C=1C=NC2=CC=C(C=C2C1NC1=C(C(=O)O)C=CC=C1)OC1CCNCC1 2-[[3-ethoxycarbonyl-6-(4-piperidyloxy)-4-quinolyl]amino]benzoic acid